2-(4-chlorosulfonylphenyl)ethyl-trimethoxysilane ClS(=O)(=O)C1=CC=C(C=C1)CC[Si](OC)(OC)OC